FC(C1(C2=C(SC(=C2)C)[C@@]2(C[C@@H](N(CC2)CC=2C=NN(C2)CCS(=O)(=O)C)C)OC1)O)F (2'S,7R)-4-(difluoromethyl)-2,2'-dimethyl-1'-[[1-(2-methylsulfonyl-ethyl)pyrazol-4-yl]methyl]spiro[5H-thieno[2,3-c]pyran-7,4'-piperidine]-4-ol